DL-aspartic acid sodium [Na].N[C@@H](CC(=O)O)C(=O)O |r|